n-tridecyl-methylamine C(CCCCCCCCCCCC)NC